4-((2-Hydroxy-4-(isoindolin-2-ylmethyl)phenoxy)methyl)-N,N-dimethylbenzamide OC1=C(OCC2=CC=C(C(=O)N(C)C)C=C2)C=CC(=C1)CN1CC2=CC=CC=C2C1